ClC=1C(=NC(=NC1)NC=1C=CC(=C(C1)NC(C)=O)N1CC(CC1)N(C)C)C1=CNC2=CC=CC=C12 N-(5-((5-chloro-4-(1H-indol-3-yl)pyrimidin-2-yl)amino)-2-(3-(dimethylamino)pyrrolidin-1-yl)phenyl)acetamide